6-Chloro-3-((1-(4-chlorobenzoyl)-4-hydroxypiperidin-4-yl)methyl)-7-(4-(5,5-dimethylmorpholin-3-yl)phenyl)-3,7-dihydro-4H-pyrrolo[2,3-d]pyrimidin-4-one ClC1=CC2=C(N=CN(C2=O)CC2(CCN(CC2)C(C2=CC=C(C=C2)Cl)=O)O)N1C1=CC=C(C=C1)C1NC(COC1)(C)C